BrCCCC=1C=C(C2=C(NC=N2)C1)OC 6-(3-bromopropyl)-4-methoxybenzo[d][1,3]diazole